N(CC1=NNC2=CC(=CC=C12)CC(C(=O)O)C1CNCC1)(CC1=NNC2=CC(=CC=C12)CC(C(=O)O)C1CNCC1)CC1=NNC2=CC(=CC=C12)CC(C(=O)O)C1CNCC1 3,3',3''-((nitrilotris(methylene))tris(1H-indazole-3,6-diyl))tris(2-(pyrrolidin-3-yl)propanoic acid)